4-(((2-(trifluoromethyl)pyridin-4-yl)oxy)phenethoxy)-7,8-dihydro-1H,6H,9H-7,8a-methanopyrrolo[1',2':3,4]imidazo[1,2-c]pyrimidin-1-one FC(C1=NC=CC(=C1)OC(CC1=CC=CC=C1)OC1=C2N(C(N=C1)=O)CC13N2CC(C1)C3)(F)F